N1=CN=C(C2=C1NC=C2)C=2C=NN(C2)C2(CCS(CC2)(=O)=O)CC(=O)NCC(F)(F)F 2-(4-(4-(7H-pyrrolo[2,3-d]pyrimidin-4-yl)-1H-pyrazol-1-yl)-1,1-dioxotetrahydro-2H-thiopyran-4-yl)-N-(2,2,2-trifluoroethyl)acetamide